FC1=C2C(=NC=3N(C2=CC=C1)C(=NN3)C)N3C1=C(OCCC3)C=CC=C1 5-(6-fluoro-1-methyl-[1,2,4]triazolo[4,3-a]quinazolin-5-yl)-2,3,4,5-tetrahydrobenzo[b][1,4]oxazepine